CS(=O)(=O)N1C2C(OCC1)CN(CC2)C(=O)OCC2=CC=CC=C2 benzyl 1-(methylsulfonyl)octahydro-6H-pyrido[3,4-b][1,4]oxazine-6-carboxylate